FC1=CC(=CC2=CN(N=C12)C)C1=CC2=C(C=N1)N=C(S2)N(C2CCNCC2)C 6-(7-Fluoro-2-methyl-2H-indazol-5-yl)-N-methyl-N-(piperidin-4-yl)[1,3]thiazolo[4,5-c]pyridin-2-amin